OC1=C(C=C(C=C1C(C)(C)C1=CC=CC=C1)C(C)(C)CC(C)(C)C)N1N=C2C(=N1)C=CC=C2 2-(2-hydroxy-3-α-cumyl-5-tert-octylphenyl)-2H-benzotriazole